2-(3-cyano-4,6-bis(trifluoromethyl)pyridin-2-yl-amino)-N-(4-fluorophenyl)-N-methylacetamide C(#N)C=1C(=NC(=CC1C(F)(F)F)C(F)(F)F)NCC(=O)N(C)C1=CC=C(C=C1)F